3-(methoxy-d3)-3-methylpyrrolidine hydrochloride Cl.C(OC1(CNCC1)C)([2H])([2H])[2H]